ClC=1C=C(OCCCC(=O)O)C=CC1 4-(3-chlorophenoxy)butyric acid